1-[2-[(5-piperazin-1-ylpyridin-2-yl)amino]-8-piperidin-1-ylpyrido[3,4-d]pyrimidin-6-yl]ethanone N1(CCNCC1)C=1C=CC(=NC1)NC=1N=CC2=C(N1)C(=NC(=C2)C(C)=O)N2CCCCC2